ClC1=CC=C2C(=N1)CN(C2)C(=O)NC2CCC(CC2)(F)F 2-chloro-N-(4,4-difluorocyclohexyl)-5,7-dihydro-6H-pyrrolo[3,4-b]pyridine-6-carboxamide